O1CCCCC1 (R)-tetrahydro-2H-pyran